(R)-1-(1-acryloylpyrrolidin-3-yl)-3-(3-chloro-4-((2,4-dichlorobenzyl)oxy)phenyl)-1H-imidazo[4,5-c]pyridin-2(3H)-one C(C=C)(=O)N1C[C@@H](CC1)N1C(N(C=2C=NC=CC21)C2=CC(=C(C=C2)OCC2=C(C=C(C=C2)Cl)Cl)Cl)=O